C(C=C)(=O)OCCCCCC(C)C iso-Octyl acrylate